methyl 3-bromo-2-chloro-8-methoxyquinoline-6-carboxylate BrC=1C(=NC2=C(C=C(C=C2C1)C(=O)OC)OC)Cl